CC=1N(C=C(N1)C=1C=C(C=CC1)NC(C=C)=O)C=1C=C2CCNC(C2=CC1)=O N-(3-(2-methyl-1-(1-oxo-1,2,3,4-tetrahydroisoquinolin-6-yl)-1H-imidazol-4-yl)phenyl)acrylamide